(4-amino-7-fluoroimidazo[1,5-a]quinoxalin-8-yl)((1R,5S)-7-chloro-1,3,4,5-tetrahydro-2H-1,5-methanobenzo[c]azepin-2-yl)methanone NC=1C=2N(C3=CC(=C(C=C3N1)F)C(=O)N1[C@H]3C4=C([C@@H](CC1)C3)C=C(C=C4)Cl)C=NC2